2-[2-(2-methoxyethyl)-5-nitro-pyrazol-3-yl]-1H-benzimidazole COCCN1N=C(C=C1C1=NC2=C(N1)C=CC=C2)[N+](=O)[O-]